(3,4-dimethoxy-phenethylcarbamoyl)-methyl hexa-2,4-dienoate C(C=CC=CC)(=O)OCC(NCCC1=CC(=C(C=C1)OC)OC)=O